NC1=C(C=C(C(=C1)O[Si](C(C)C)(C(C)C)C(C)C)OC)C(=O)N1[C@@H](CCC1)CO[Si](C)(C)C(C)(C)C (S)-(2-amino-5-methoxy-4-((triisopropylsilyl)oxy)phenyl)(2-(((tert-butyldimethylsilyl)oxy)methyl)pyrrolidin-1-yl)methanone